(Diphenyl)sulfonium C1(=CC=CC=C1)[SH+]C1=CC=CC=C1